N=1C=CN2C1N=CC(=C2)C(=O)NCC2=CC=C(C=C2)C=2OC1=C(N2)C=CC=C1 2-[4-[(imidazo[1,2-a]pyrimidine-6-carbonylamino)methyl]phenyl]-1,3-benzoxazole